C1=CC=CC=2C3=CC=CC=C3C(C12)COC(=O)N[C@@H](C(C)C)C(=O)N[C@@H](CCCCNC(=O)OC(C)(C)C)C(=O)NCCCC(=O)OC(C)(C)C N-[(9H-fluoren-9-ylmethoxy)carbonyl]-L-valyl-N6-(tert-butoxycarbonyl)-N-(4-tert-butoxy-4-oxobutyl)-L-lysinamide